((S)-1-((3-cyanoazetidin-1-yl)sulfonyl)piperidine-3-carbonyl)-D-proline benzyl ester C(C1=CC=CC=C1)OC([C@@H]1N(CCC1)C(=O)[C@@H]1CN(CCC1)S(=O)(=O)N1CC(C1)C#N)=O